alpha-isopropyl-malic acid C(C)(C)C(C(=O)O)(O)CC(=O)O